NC1=CC=C(CN2N=CN=C2)C=C1 1-(4-aminobenzyl)-1,2,4-triazole